(3S,4S)-8-(5-((2-chloro-3-(pyrimidine-4-yl)phenyl)mercapto)pyrimidine-2-yl)-3-methyl-2-oxa-8-azaspiro[4.5]decane-4-amine ClC1=C(C=CC=C1C1=NC=NC=C1)SC=1C=NC(=NC1)N1CCC2([C@@H]([C@@H](OC2)C)N)CC1